1-(5-Ethylpyrimidin-2-yl)piperidine-4-carboxylic acid ethyl ester C(C)OC(=O)C1CCN(CC1)C1=NC=C(C=N1)CC